C(C)(C)(C)OC(=O)N1CCC2(CC1)C(C=1C(=NC=C(C1)F)C2)=O 3-fluoro-5-oxo-5,7-dihydrospiro[cyclopenta[b]pyridine-6,4'-piperidine]-1'-carboxylic acid tert-butyl ester